7,8-dichloro-4-(8-fluoro-3-quinolyl)-2,2-dimethyl-1,3-benzothiazine ClC1=C(C2=C(C(=NC(S2)(C)C)C=2C=NC3=C(C=CC=C3C2)F)C=C1)Cl